(8-(2-fluoro-4-(trifluoromethyl)phenyl)imidazo[1,2-a]pyrazin-6-yl)methanamine FC1=C(C=CC(=C1)C(F)(F)F)C=1C=2N(C=C(N1)CN)C=CN2